(1R,2R)-3-amino-1-(4-fluorophenyl)-1-(5-fluoropyridin-3-yl)propan-2-ol NC[C@@H]([C@@H](C=1C=NC=C(C1)F)C1=CC=C(C=C1)F)O